C1NCC12CCN(CC2)C2=CC=C(N=N2)C2=C(C=C(C=C2)N2N=CC=C2)O 2-[6-(2,7-diaza-spiro[3.5]non-7-yl)-pyridazin-3-yl]-5-pyrazol-1-yl-phenol